5-amino-1,3-cyclohexanedicarboxylic acid NC1CC(CC(C1)C(=O)O)C(=O)O